N-(4-(cyanomethyl)-4-(trifluoromethyl)cyclohexylidene)-2-methylpropane-2-sulfinamide C(#N)CC1(CCC(CC1)=NS(=O)C(C)(C)C)C(F)(F)F